3-Methyl-icosan-3-ol CC(CC)(CCCCCCCCCCCCCCCCC)O